(4'-CYANO[1,1'-BIPHENYL]-4-YL)-BORONIC ACID C(#N)C1=CC=C(C=C1)C1=CC=C(C=C1)B(O)O